N-(1-(azetidin-1-ylmethyl)cyclopropyl)-2-ethoxy-2-phenylacetamide N1(CCC1)CC1(CC1)NC(C(C1=CC=CC=C1)OCC)=O